OC=1OC=C2C(=CC(=CC12)OC)OC 3-hydroxy-5,7-dimethyloxyisobenzofuran